1-amino-2-((1-(but-2-ynoyl)piperidin-4-yl)methyl)-4-(4-(pyridin-2-ylcarbamoyl)phenyl)-1H-imidazole-5-carboxamide NN1C(=NC(=C1C(=O)N)C1=CC=C(C=C1)C(NC1=NC=CC=C1)=O)CC1CCN(CC1)C(C#CC)=O